2-allyloxy-1,4-benzoquinone C(C=C)OC=1C(C=CC(C1)=O)=O